CC1(C(=C(N(C1=O)C1=CC=CC2=CC=CC=C12)C(=O)OC)C(=O)OC)C dimethyl 4,4-dimethyl-1-(naphthalen-1-yl)-5-oxo-4,5-dihydro-1H-pyrrole-2,3-dicarboxylate